NC1=NC=CC=C1C1=NC=2C(=NC(=CC2)C2=CC=CC=C2)N1C=1C=C2CC[C@@H](C2=CC1)NC(C1=CC(=C(C=C1)OCC1=CC=C(C=C1)OC)C1OCCO1)=O (S)-N-(5-(2-(2-aminopyridin-3-yl)-5-phenyl-3H-imidazo[4,5-b]pyridin-3-yl)-2,3-dihydro-1H-inden-1-yl)-3-(1,3-dioxolan-2-yl)-4-((4-methoxybenzyl)oxy)benzamide